C1(CC1)C=1ON=C2C1[C@H](CCC1=C2C2=C(N=CN=C2N)N1C(C)C)OC (S)-3-cyclopropyl-7-isopropyl-4-methoxy-4,5,6,7-tetrahydroisoxazolo[4'',3'':6',7']cyclohepta[1',2':4,5]pyrrolo[2,3-d]pyrimidin-11-amine